NC=1SC(=NN1)Br 2-Amino-5-bromo-1,3,4-thiadiazole